CC1=NC(=NC(=C1)C)NC(=O)NS(=O)(=O)C1=C(C(=O)OC)C=CC=C1 methyl 2-[[[[(4,6-dimethyl-2-pyrimidinyl)amino]carbonyl]amino]sulfonyl]-benzoate